[Sn].[Mn].[Si] silicon-manganese-tin